3,5-diamino-4'-trifluoromethylbenzanilide NC=1C=C(C(=O)NC2=CC=C(C=C2)C(F)(F)F)C=C(C1)N